(E)-phenethyl 3-(2,4-dihydroxyphenyl)acrylate OC1=C(C=CC(=C1)O)/C=C/C(=O)OCCC1=CC=CC=C1